C(C)C1=C(C(=CC(=C1)F)CC)CC(=O)NS(=O)(=O)C=1SC(=CN1)C(C)(C)O 2-(2,6-diethyl-4-fluorophenyl)-N-(5-(2-hydroxypropan-2-yl)thiazol-2-ylsulfonyl)acetamide